2-(2,6-bis(benzyloxy)pyridin-3-yl)-5-(6-(trifluoromethoxy)-2-azaspiro[3.3]heptane-2-carbonyl)isoindolin-1-one C(C1=CC=CC=C1)OC1=NC(=CC=C1N1C(C2=CC=C(C=C2C1)C(=O)N1CC2(C1)CC(C2)OC(F)(F)F)=O)OCC2=CC=CC=C2